Platinum(II) [diphenylbis(phenylpyridinyl)methane] C1(=CC=CC=C1)C(C1=NC=CC=C1C1=CC=CC=C1)(C1=NC=CC=C1C1=CC=CC=C1)C1=CC=CC=C1.[Pt+2]